(1-amino-3-(3,4-difluorophenyl)propan-2-yl)-3-(5-methyl-7-oxo-5,6,7,8-tetrahydronaphthyridin-4-yl)benzamide NCC(CC1=CC(=C(C=C1)F)F)C1=C(C(=O)N)C=CC=C1C1=CC=NC=2NC(CC(C12)C)=O